C(C)(C)(C)C1=C(O)C=CC(=C1)O tertbutyl-hydroquinone